C(C1=CC=CC=C1)OC[C@@H](C(=O)NC1=C(C=C2C=NN(C2=C1)C=1C=C(C=CC1)C)F)NC(OCC1=CC=CC=C1)=O benzyl (S)-(3-(benzyloxy)-1-((5-fluoro-1-(m-tolyl)-1H-indazol-6-yl)amino)-1-oxopropan-2-yl)carbamate